BrCC1=C(C=CC=C1)\C(\C(=O)OC)=N/C methyl E-2-(2-bromomethylphenyl)-2-methyliminoacetate